N,N',N''-((1,3,5-Triazinane-1,3,5-triyl)tris(2-oxoethane-2,1-diyl))triacrylamide N1(CN(CN(C1)C(CNC(C=C)=O)=O)C(CNC(C=C)=O)=O)C(CNC(C=C)=O)=O